6-bromo-7-fluoro-1-(4-octadecyl-behenyl)indole-2,3-dione BrC1=CC=C2C(C(N(C2=C1F)CCCC(CCCCCCCCCCCCCCCCCC)CCCCCCCCCCCCCCCCCC)=O)=O